ClC1=CC(=C2C(C(=CN(C2=N1)C1=NC=NS1)C(=O)O)=O)C 7-chloro-5-methyl-4-oxo-1-(1,2,4-thiadiazol-5-yl)-1,4-dihydro-1,8-naphthyridine-3-carboxylic acid